C(CCC(=O)OCC1=CC=C(C=C1)OC)(=O)OC methyl (4-methoxybenzyl) succinate